[O-]CCCC.[O-]CCCC.[Na+].[Na+] sodium dibutoxide